C(C)(C)OC1=C(C=CC=C1)C(C)=O 1-(2-isopropoxyphenyl)ethan-1-one